C(C(O)CO)OC(CCCCCCC\C=C/C[C@H](O)CCCCCC)=O.C(C)(=O)[O-].[Ca+2].C(C)(=O)[O-] Calcium Acetat Glycerylricinoleat